BrC1=CC=C(C=C1)CCC(=O)NC(C(=O)O)CC1=CC=C(C=C1)I 2-[(4-bromo)-phenylpropionamido]-3-(4-iodophenyl)-propionic acid